[Si](C)(C)(C(C)(C)C)OC1C2(CCC(C1)(CC2)NC(COC2=CC(=C(C=C2)Cl)F)=O)C(=O)NCC(=O)C2=CC(=C(C=C2)Cl)F (tert-Butyldimethylsilanyloxy)-4-(2-(4-chloro-3-fluorophenoxy)acetamido)-N-(2-(4-chloro-3-fluorophenyl)-2-oxoethyl)bicyclo[2.2.2]octane-1-carboxamide